O[C@@H]1CN(C[C@@H]1O)C1=C(C=C2C(C(=CN(C2=N1)C1=C(C=C(C=C1F)F)F)C(=O)NC(C(F)(F)F)(C)C)=O)F 7-[(3R,4S)-3,4-dihydroxypyrrolidin-1-yl]-6-fluoro-4-oxo-N-(1,1,1-trifluoro-2-methylpropan-2-yl)-1-(2,4,6-trifluorophenyl)-1,4-dihydro-1,8-naphthyridine-3-carboxamide